3-[2-[5-[(3-Methyloxetan-3-yl)methoxy]benzimidazol-1-yl]-8-quinolinyl]azetidine-1-carboxylic acid tert-butyl ester C(C)(C)(C)OC(=O)N1CC(C1)C=1C=CC=C2C=CC(=NC12)N1C=NC2=C1C=CC(=C2)OCC2(COC2)C